N-(5-Chloro-6-((1-methylpiperidin-4-yl)oxy)pyridin-3-yl)-1-(isochinolin-4-yl)-5-(trifluoromethyl)-1H-pyrazol-4-carboxamid ClC=1C=C(C=NC1OC1CCN(CC1)C)NC(=O)C=1C=NN(C1C(F)(F)F)C1=CN=CC2=CC=CC=C12